4-(aminomethyl)-N-[[(2R,5S)-2-(3-bromophenyl)-3-oxo-1,4-thiazepan-5-yl]methyl]benzamide NCC1=CC=C(C(=O)NC[C@H]2NC([C@H](SCC2)C2=CC(=CC=C2)Br)=O)C=C1